N-[[(2S)-4-[4-[5-(difluoromethyl)pyrazolo[1,5-a]pyrimidin-3-yl]-2-pyridinyl]morpholin-2-yl]methyl]methanesulfonamide FC(C1=NC=2N(C=C1)N=CC2C2=CC(=NC=C2)N2C[C@H](OCC2)CNS(=O)(=O)C)F